C(C)(C)(C)C=1C=C(C=C(C1)C(C)(C)C)C(C(=O)O)C (3,5-di-tert-butylphenyl)propionic acid